tropane tetrakis(m-tolyl)borate C1(=CC(=CC=C1)[B-](C=1C=C(C=CC1)C)(C=1C=C(C=CC1)C)C=1C=C(C=CC1)C)C.[C@H]12CCC[C@H](CC1)N2C